ClC=1C=C(C=C(C1)Cl)C1=CC(=CC(=N1)OC=1C=NC(=NC1)N1CCN(CCC1)C(=O)OC(C)(C)C)CN1CCC(CC1)CC(=O)OC tert-butyl 4-(5-((6-(3,5-dichlorophenyl)-4-((4-(2-methoxy-2-oxoethyl) piperidin-1-yl) methyl) pyridin-2-yl) oxy) pyrimidin-2-yl)-1,4-diazacycloheptane-1-carboxylate